O1CCC(C2=CC=CC=C12)CNC(OC)=O Methyl (chroman-4-ylmethyl)carbamate